3-(difluoromethoxy)-5-(5',6'-dihydrospiro[azetidine-3,4'-pyrrolo[1,2-b]pyrazol]-2'-yl)pyridin-2-amine FC(OC=1C(=NC=C(C1)C=1C=C2N(N1)CCC21CNC1)N)F